BrC1=CC2=C(C(CO2)NC(O[C@@H]2CN3CCC2CC3)=O)C=C1 (S)-quinuclidin-3-yl (6-bromo-2,3-dihydrobenzofuran-3-yl)carbamate